C(C)(C)(C)OC(=O)NC1=NC=CC(=N1)C=1C2=C(C(=NC1)NCC=1C=C(C(=O)NC3CCC4(CN(C4)C(=O)OC(C)(C)C)CC3)C=C(C1)F)CCO2 tert-Butyl 7-(3-(((7-(2-((tert-butoxycarbonyl)amino)pyrimidin-4-yl)-2,3-dihydro-furo[3,2-c]pyridin-4-yl)amino)methyl)-5-fluorobenzamido)-2-azaspiro[3.5]nonane-2-carboxylate